2-methyl-2-(3-((6-methyl-5-((3-(9-(tetrahydro-2H-pyran-2-yl)-9H-purin-6-yl)pyridin-2-yl)amino)pyridin-3-yl)ethynyl)phenyl)propanenitrile CC(C#N)(C)C1=CC(=CC=C1)C#CC=1C=NC(=C(C1)NC1=NC=CC=C1C1=C2N=CN(C2=NC=N1)C1OCCCC1)C